6-(4-(((3S,4R)-3-hydroxy-4-((5-(trifluoromethyl)pyridin-2-yl)amino)piperidin-1-yl)sulfonyl)phenyl)-N,N,4-trimethylisoindoline-2-carboxamide O[C@H]1CN(CC[C@H]1NC1=NC=C(C=C1)C(F)(F)F)S(=O)(=O)C1=CC=C(C=C1)C1=CC(=C2CN(CC2=C1)C(=O)N(C)C)C